CC1=C(C(N(C2=NC=CN=C21)CC2=NC=CN=C2C(F)(F)F)=O)N2CCNCC2 8-methyl-7-(piperazin-1-yl)-5-((3-(trifluoromethyl)pyrazin-2-yl)methyl)pyrido[2,3-b]pyrazin-6(5H)-one